C(C1=CC=CC=C1)OC=1C=CC2=C(C(=C(S2)C)C(=O)N[C@@H](C(=O)N)C)C1 (2R)-2-{[5-(benzyloxy)-2-methyl-1-benzothiophen-3-yl]formamido}propanamide